(2-aminoethyl)(methyl)(dimethoxy)silane ethyl-(S)-3-(3-(4-hydroxy-1,5-dimethyl-2-oxo-1,2-dihydropyridin-3-yl)ureido)-3-(1-phenyl-1H-pyrrol-2-yl)propanoate C(C)OC(C[C@@H](C=1N(C=CC1)C1=CC=CC=C1)NC(=O)NC=1C(N(C=C(C1O)C)C)=O)=O.NCC[Si](OC)(OC)C